C(CCCCC)C(CCOC(CCCCCCCCCCCCCCCCCCC)=O)CCCCCCCC eicosanoic acid 3-hexylundecyl ester